CN(CCC[Si](OCC)(OCC)OCC)CCC[Si](OCC)(OCC)OCC N-Methyl-3-(triethoxysilyl)-N-[3-(triethoxysilyl)propyl]-1-propane-amine